isopentyl format C(=O)OCCC(C)C